C[NH2+]CCO N-methyl-2-hydroxyethyl-ammonium